ClC1=CC2=C(N(C(=N2)[C@@H](N2CC=NC(=C2)C)C2CC2)C)C=C1 N-[(S)-(5-chloro-1-methyl-1H-1,3-benzodiazol-2-yl)(cyclopropyl)methyl]-5-methylpyrazine